triallyl(2-trifluoromethylbenzyl)ammonium C(C=C)[N+](CC1=C(C=CC=C1)C(F)(F)F)(CC=C)CC=C